1-(1-Ethyl-6-(3-(methylsulfonyl)phenoxy)-1H-benzo[d]imidazol-2-yl)-2,2,2-trifluoro-1-(4-fluorophenyl)ethanol C(C)N1C(=NC2=C1C=C(C=C2)OC2=CC(=CC=C2)S(=O)(=O)C)C(C(F)(F)F)(O)C2=CC=C(C=C2)F